N-(3-(((3S,4S)-4-hydroxytetrahydrofuran-3-yl)oxy)-1-(methyl-d3)-1H-pyrazol-4-yl)formamide O[C@@H]1[C@H](COC1)OC1=NN(C=C1NC=O)C([2H])([2H])[2H]